2,3-dimethyl-3-phenylcyclobutan-1-ol CC1C(CC1(C1=CC=CC=C1)C)O